N-[7-[2,4-difluoro-6-(2-methoxyethoxy)phenyl]-4-(1-methylindazol-5-yl)thieno[3,2-c]pyridin-6-yl]pyrrolidine-3-carboxamide FC1=C(C(=CC(=C1)F)OCCOC)C=1C2=C(C(=NC1NC(=O)C1CNCC1)C=1C=C3C=NN(C3=CC1)C)C=CS2